CC1=C(C(=NC=C1)N)CCC 4-methyl-3-propylpyridin-2-amine